dodeca-4,6,8-triene-1,3,10,12-tetrol C(CC(C=CC=CC=CC(CCO)O)O)O